6-((Z)-2-(3-((4aS,7aS)-2-Amino-4a,5,7,7a-tetrahydro-4H-furo[3,4-d][1,3]thiazin-7a-yl)-4-fluorophenyl)-1-fluorovinyl)nicotinonitril NC=1SC[C@H]2[C@@](N1)(COC2)C=2C=C(C=CC2F)\C=C(/F)\C2=NC=C(C#N)C=C2